p-toluyl 4-hydroxybenzoate OC1=CC=C(C(=O)OC2=CC=C(C=C2)C)C=C1